N-(3-(2,2-difluoropropyl)-1,2,4-thiadiazol-5-yl)-5-(3-methoxyphenyl)thiophene-3-carboxamide FC(CC1=NSC(=N1)NC(=O)C1=CSC(=C1)C1=CC(=CC=C1)OC)(C)F